COC=1C=C(CNC2=CC(=CC=C2)C2CNCCC2)C=CC1[N+](=O)[O-] N-(3-methoxy-4-nitrobenzyl)-3-(piperidin-3-yl)aniline